2,4-dinitrophenylpiperidine-1-carboxylate [N+](=O)([O-])C1=C(C=CC(=C1)[N+](=O)[O-])OC(=O)N1CCCCC1